tert-butyl (S)-(1-((2-methyl-1-(4-((trimethylsilyl)ethynyl)phenyl)propan-2-yl)amino)-1-oxopropan-2-yl)carbamate CC(CC1=CC=C(C=C1)C#C[Si](C)(C)C)(C)NC([C@H](C)NC(OC(C)(C)C)=O)=O